3-bromo-4-((7-methoxy-1H-imidazo[4,5-c][1,8]naphthyridin-1-yl)methyl)benzene-sulfonamide Phenyl-4-(ethoxycarbonyl)-1,2,3-thiadiazol-5-ylcarbamate C1(=CC=CC=C1)N(C(O)=O)C1=C(N=NS1)C(=O)OCC.BrC=1C=C(C=CC1CN1C=NC=2C=NC=3N=C(C=CC3C21)OC)S(=O)(=O)N